cumyl cumyl peroxide C(C)(C)(C1=CC=CC=C1)OOC(C)(C)C1=CC=CC=C1